CNC(=O)C1=CC(=CC=2[C@@H](COC21)C2=CC=CC=C2)C(=O)NC=2C=NN(C2)C |o1:9| (S*)-N7-methyl-N5-(1-methyl-1H-pyrazol-4-yl)-3-phenyl-2,3-dihydrobenzofuran-5,7-dicarboxamide